4-ethyl-4-ethoxycarbonylethyl-2-isopropenyl-2-oxazoline C(C)C1(N=C(OC1)C(=C)C)CCC(=O)OCC